CC(C(C(=O)N)N(C1=CC=CC2=CC=CC=C12)C)C 3-methyl-2-(methyl(naphthalen-1-yl)amino)butanamide